O1C=NC=C1NC1C[C@H](CCC1)NC(OC(C)(C)C)=O tert-butyl ((1S)-3-((1H-oxazol-5-yl)amino)cyclohexyl)carbamate